1-(thiazol-2-yl)piperidine-4-Amine S1C(=NC=C1)N1CCC(CC1)N